C1C(CCCC1)=NO 2-cyclohexanone monooxime